[Na].C(C)(C)N1C(=O)NC(=O)CC1=O 1-isopropyl-barbituric acid sodium salt